C1(CC1)CN(C1=CC(N(C=2C=CC(=NC12)C#N)C)=O)C1=CC=C(C=C1)C(F)(F)F 8-((cyclopropylmethyl)(4-(trifluoromethyl)phenyl)amino)-5-methyl-6-oxo-5,6-dihydro-1,5-naphthyridine-2-carbonitrile